(4S)-6-chloro-4-[(1E)-cyclopropylvinyl]-3,4-dihydro-4-trifluoromethyl-2(1H)-quinazolinone ClC=1C=C2[C@](NC(NC2=CC1)=O)(C(F)(F)F)\C=C\C1CC1